COC=1C=CC(=NC1OCCC)C=1C=C(C=CC1)C1=CB(OC1)O 4-(3-(5-methoxy-6-propoxypyridin-2-yl)phenyl)-1,2-oxaborole-2(5H)-ol